NC=1C2=C(N=CN1)N1C(=C2C#CC=2C(=CC3=C(N=C(S3)C3CC3)C2F)F)CN(CC1)[C@@H]1CN(CC1)C(C=C)=O (S)-1-(3-(4-amino-5-((2-cyclopropyl-4,6-difluorobenzo[d]thiazol-5-yl)ethynyl)-8,9-dihydropyrazino[1',2':1,5]pyrrolo[2,3-d]pyrimidin-7(6H)-yl)pyrrolidin-1-yl)prop-2-en-1-one